2-(3,4-dimethoxyphenyl)-N-(2-(dimethylamino)ethyl)-N,3-diethyl-1H-indole-5-carboxamide COC=1C=C(C=CC1OC)C=1NC2=CC=C(C=C2C1CC)C(=O)N(CC)CCN(C)C